ethyl (4-methoxyphenyl)acetate COC1=CC=C(C=C1)CC(=O)OCC